Ethyl N-(2,2,2-trifluoroethylamino)carbamate FC(CNNC(OCC)=O)(F)F